(2-ethyl)-2-methyl-2-ethylimidazole CCC1=NC(N=C1)(CC)C